ClC1=CC=C(C=C1)[C@H](CC1=NOC(=N1)CN1C(N(C=C(C1=O)C(=O)N)C)=O)O 3-({3-[(2S)-2-(4-chlorophenyl)-2-hydroxyethyl]-1,2,4-oxadiazol-5-yl}methyl)-1-methyl-2,4-dioxo-1,2,3,4-tetrahydropyrimidine-5-carboxamide